BrC=1C(=CSC1)C(=O)O 4-bromothiophene-3-carboxylic acid